2-[(2S,3R,4R,5R,6R)-5-Acetyloxy-2-(acetyloxymethyl)-6-[4-[(E)-3-phenylprop-2-enoyl]phenoxy]-3-[(2S,3S,4R,5S,6S)-3,4,5-triacetyloxy-6-(acetyloxymethyl)oxan-2-yl]oxyoxan-4-yl]acetic acid C(C)(=O)O[C@@H]1[C@@H]([C@H]([C@@H](O[C@@H]1OC1=CC=C(C=C1)C(\C=C\C1=CC=CC=C1)=O)COC(C)=O)O[C@H]1O[C@H]([C@@H]([C@H]([C@@H]1OC(C)=O)OC(C)=O)OC(C)=O)COC(C)=O)CC(=O)O